C(C1=CC=CC=C1)OC1=C(C(=NC(=C1)Cl)OC)C(C)=O 1-(4-(benzyloxy)-6-chloro-2-methoxypyridin-3-yl)ethane-1-one